N-(1-(1-cyclopropyl-1H-benzo[d]imidazol-2-yl)piperidin-4-yl)-3-(3,5-difluorophenyl)-1-methyl-1H-indazol-6-amine C1(CC1)N1C(=NC2=C1C=CC=C2)N2CCC(CC2)NC2=CC=C1C(=NN(C1=C2)C)C2=CC(=CC(=C2)F)F